tert-Butyl (3R)-3-[[7-(dimethylamino)-5-[2-methoxy-6-methyl-4-(trifluoromethyl)-phenyl]oxazolo[4,5-b]pyridin-2-yl]amino]piperidine-1-carboxylate CN(C1=C2C(=NC(=C1)C1=C(C=C(C=C1C)C(F)(F)F)OC)N=C(O2)N[C@H]2CN(CCC2)C(=O)OC(C)(C)C)C